C(C(=C)C)(=O)OCCCC(CC)OC(C(=C)C)=O 1,4-hexanediol dimethacrylate